ClC1=CC=C(CONC2=CC=CC=C2)C=C1 (4-chlorobenzyloxy)aniline